7-(Cyclopentyloxy)-2-cyclopropyl-N-(6-(difluoromethyl)pyridin-2-yl)imidazo[1,2-a]pyridine-6-carboxamide C1(CCCC1)OC1=CC=2N(C=C1C(=O)NC1=NC(=CC=C1)C(F)F)C=C(N2)C2CC2